1-{2-[1-ethyl-6,8-difluoro-7-(3,4-dimethylpiperazin-1-yl)-quinolin-4(1H)-one-3-yl]-1,3,4-thiadiazol-5-yl}-3-[1-ethyl-6-fluoro-7-chloro-quinolin-4(1H)-one-3-yl]-urea C(C)N1C=C(C(C2=CC(=C(C(=C12)F)N1CC(N(CC1)C)C)F)=O)C=1SC(=NN1)NC(=O)NC1=CN(C2=CC(=C(C=C2C1=O)F)Cl)CC